(S)-3-fluoro-N'-((1,2,3,5,6,7-hexahydro-s-indacen-4-yl)carbamoyl)-4-(2-hydroxypropan-2-yl)thiophene-2-sulfonimidamide FC1=C(SC=C1C(C)(C)O)[S@](=O)(N)=NC(NC1=C2CCCC2=CC=2CCCC12)=O